FC(OC1=C(C=C(C=C1)SC)C1=NN(C=C1NC(=O)C=1C=NN2C1N=CC=C2)CC(=O)N2CCC(CC2)OCC(=O)N2CCN(CC2)C)F N-[3-[2-(difluoromethoxy)-5-methylsulfanyl-phenyl]-1-[2-[4-[2-(4-methylpiperazin-1-yl)-2-oxo-ethoxy]-1-piperidyl]-2-oxo-ethyl]pyrazol-4-yl]pyrazolo[1,5-a]pyrimidine-3-carboxamide